[Ru]=O.[Ge] germanium-ruthenium oxide